BrC=1C=CC=2N=CN(C(C2N1)=O)C(C)C 6-bromo-3-isopropylpyrido[3,2-d]pyrimidin-4-one